C(CCCCCCCCCCC)(=O)OCC1CCC(O1)CO 5-tetrahydrofurandimethanol laurate